NC1=CC=C(C(=N1)C)CNC(=O)[C@H]1N(CCOC1)C(=O)[C@@H]1N(C[C@H](C1)CC1=CC=CC=C1)C(=O)OC(C)(C)C tert-butyl (2R,4S)-2-((S)-3-(((6-amino-2-methylpyridin-3-yl) methyl) carbamoyl) morpholine-4-carbonyl)-4-benzylpyrrolidine-1-carboxylate